tetramethyl-ethylenediamine (tetramethyleneimine) C=N.C=N.C=N.C=N.CN(CCN(C)C)C